isopentenyl-boronic acid C(CC(=C)C)B(O)O